OC(C)(C)C1CC1 (1S,2S)-2-(2-hydroxypropan-2-yl)cyclopropane